N-heptyl-N'-octyl-urea C(CCCCCC)NC(=O)NCCCCCCCC